CC1=C(C=CC=C1C1=CC=2N(C=C1)C(=CN2)C2=CC=C(CN1[C@@H](CCC1)C(=O)O)C=C2)C2=CC=CC=C2 (4-(7-(2-methyl-[1,1'-biphenyl]-3-yl)imidazo[1,2-a]pyridin-3-yl)benzyl)proline